2-Ethoxy-5-ethyl-N-(2-fluoro-5-(5-(furan-2-yl)-1,3,4-oxadiazol-2-yl)phenyl)nicotinamide C(C)OC1=C(C(=O)NC2=C(C=CC(=C2)C=2OC(=NN2)C=2OC=CC2)F)C=C(C=N1)CC